1-(piperidin-4-yl)pyrrolidin-2-one hydrochloride Cl.N1CCC(CC1)N1C(CCC1)=O